COC=1C=2N(C=C(C1)C1=C(C=3N=C(SC3N1)C1CCC(CC1)C1OCC1N)C)N=CN2 (4-(5-(8-methoxy-[1,2,4]triazolo[1,5-a]pyridin-6-yl)-6-methyl-4H-pyrrolo[3,2-d]thiazol-2-yl)cyclohexyl)oxetan-3-amine